(2s,4s)-2-(4-(5-Chlorobenzofuran-2-yl)piperidine-1-carbonyl)-7-oxa-5-azaspiro[3.4]octan-6-one ClC=1C=CC2=C(C=C(O2)C2CCN(CC2)C(=O)C2CC3(C2)NC(OC3)=O)C1